OC(=O)C(F)(F)F.OCC(=O)N(CCN1C2CC(CC1CC2)C=2C=C(C(=O)N)C=CC2)CC2=CC=C(C=C2)C(F)(F)F 3-endo-(8-{2-[(2-hydroxyacetyl)-(4-trifluoromethylbenzyl)-amino]ethyl}-8-aza-bicyclo[3.2.1]oct-3-yl)-benzamide TFA salt